(2S,7S)-12-bromo-N-[(1R)-1-[2-fluoro-3-(trifluoromethyl)phenyl]ethyl]-5-oxa-1,8-diazatricyclo[7.4.0.02,7]trideca-8,10,12-triene-10-carboxamide BrC=1C=C(C2=N[C@@H]3COCC[C@@H]3N2C1)C(=O)N[C@H](C)C1=C(C(=CC=C1)C(F)(F)F)F